CN(CC[C@H]1N(CCC1)C=1SC=CN1)C 2-{(2S)-2-[2-(dimethylamino)ethyl]pyrrolidin-1-yl}-1,3-thiazole